ClC1=NC=C2C=CC(=NC2=C1)S(=O)(=O)OC1=C(C(=C(C(=C1F)F)F)F)F 2,3,4,5,6-pentafluorophenyl 7-chloro-1,6-naphthyridine-2-sulfonate